1-(3-chloro-4-cyclopropoxyphenyl)-N-((1R,2R)-1-(2,3-dihydrobenzo[b][1,4]dioxin-6-yl)-1-hydroxy-3-(pyrrolidin-1-yl)propan-2-yl)pyrrolidine-3-carboxamide ClC=1C=C(C=CC1OC1CC1)N1CC(CC1)C(=O)N[C@@H]([C@H](O)C1=CC2=C(OCCO2)C=C1)CN1CCCC1